FC(COC(C(=O)N1C(CCCC1)C1=CC(=CC=C1)N(C)CC)=O)(F)F.C(C)N(C=1C=C(C=CC1)C1N(CCCC1)C(C(=O)N)=O)C 2-[2-[3-[Ethyl(methyl)amino]phenyl]-1-piperidyl]-2-oxo-acetamide 2,2,2-Trifluoroethyl-2-[2-[3-[ethyl(methyl)amino]phenyl]-1-piperidyl]-2-oxo-acetate